1-tert-butyl 2-methyl (2S,4S)-4-isopropylpyrrolidine-1,2-dicarboxylate C(C)(C)[C@@H]1C[C@H](N(C1)C(=O)OC(C)(C)C)C(=O)OC